N-{2-[3-(4-Fluorophenyl)-4-(6-phenylfuro[2,3-d]pyrimidin-4-yl)-1H-pyrazol-1-yl]ethyl}acetamide FC1=CC=C(C=C1)C1=NN(C=C1C=1C2=C(N=CN1)OC(=C2)C2=CC=CC=C2)CCNC(C)=O